C(C)O[Si]1(N(CCC1)CC(=O)OCC)OCC 2,2-diethoxy-1-(ethoxycarbonyl)methyl-1-aza-2-silacyclopentane